FC1(CC1)C=1C=C2C=C(NC2=CC1OCC1=NOC=C1)CNC(=O)C1(CC1)C N-((5-(1-fluorocyclopropyl)-6-(isoxazol-3-ylmethoxy)-1H-indol-2-yl)methyl)-1-methylcyclopropane-1-carboxamide